CN1N=C(C(=C1C=1C=C2CN(C(C2=CC1)=O)C1C(NC(CC1)=O)=O)C1=CC=CC=C1)C 3-(5-(1,3-Dimethyl-4-phenyl-1H-pyrazol-5-yl)-1-oxoisoindolin-2-yl)piperidine-2,6-dione